NCC(=O)NCCNC(=O)[C@@H]1CC[C@H](CC1)C(F)(F)C1=CC(=NC(=C1)N1CCN(CC1)S(=O)(=O)C1=CC=C(C=C1)N1C(C[C@H](C1)N)=O)Cl Trans-N-[2-[(2-aminoacetyl)amino]ethyl]-4-[[2-chloro-6-[4-[4-[(4R)-4-amino-2-oxo-pyrrolidin-1-yl]phenyl]sulfonylpiperazin-1-yl]-4-pyridyl]-difluoro-methyl]cyclohexanecarboxamide